2-(8-fluoro-6-(5-fluoro-2-((5-(piperidin-3-yl)pyridin-2-yl)amino)pyrimidin-4-yl)-2-methylquinolin-4-yl)propan-2-ol FC=1C=C(C=C2C(=CC(=NC12)C)C(C)(C)O)C1=NC(=NC=C1F)NC1=NC=C(C=C1)C1CNCCC1